(4-(5-(3-(benzyl(methyl)amino)-3-carbonylpropyl)-1-methyl-1H-1,2,3-triazol-4-yl)-phenoxy)cyclohexane-1-carboxylate C(C1=CC=CC=C1)N(C(CCC1=C(N=NN1C)C1=CC=C(OC2(CCCCC2)C(=O)[O-])C=C1)=C=O)C